2-(4-methoxyphenyl)-2-phenylacetaldehyde COC1=CC=C(C=C1)C(C=O)C1=CC=CC=C1